C(C)OC(=O)C=1C(N(C2=NC=C(C=C2C1O)C1CCC1)CCN1CCOCC1)=O 6-cyclobutyl-4-hydroxy-1-(2-morpholinoethyl)-2-oxo-1,2-dihydro-1,8-naphthyridine-3-carboxylic acid ethyl ester